α-Glycidoxypropyltributoxysilan C(C1CO1)OC(CC)[Si](OCCCC)(OCCCC)OCCCC